CS(=O)(=O)CC1CN(C1)C=1C=CC(=C2C=C(N=CC12)NC1=NC(=NC=C1)N1[C@H](C[C@](CC1)(O)C)C)C(C)C (2S,4S)-1-[4-({8-[3-(methanesulfonylmeth-yl)azetidin-1-yl]-5-(propan-2-yl)isoquinolin-3-yl}amino)pyrimidin-2-yl]-2,4-dimethylpiperidin-4-ol